2,5-bis-(5-tert-butyl-benzooxazol-2-yl)-thiophene C(C)(C)(C)C=1C=CC2=C(N=C(O2)C=2SC(=CC2)C=2OC3=C(N2)C=C(C=C3)C(C)(C)C)C1